COC1=C(CN2C(C3(C2)N(C(CC3C)=O)C3=CC=C(C=C3)F)=O)C=CC(=C1)OC 2-(2,4-dimethoxybenzyl)-5-(4-fluorophenyl)-8-methyl-2,5-diazaspiro[3.4]octane-1,6-dione